4-amino-N,N-dimethyl-piperidine-1-sulfonamide NC1CCN(CC1)S(=O)(=O)N(C)C